3,5-dimethyl-1H-pyrazole-1-carbodithioate potassium [K+].CC1=NN(C(=C1)C)C(=S)[S-]